1-(4-(3-fluoropropyl)phenethyl)guanidine, trifluoroacetic acid salt FC(C(=O)O)(F)F.FCCCC1=CC=C(CCNC(=N)N)C=C1